CC1=C(C(=C(C1([Hf]C=1CC=2C=CC3=C(C2C1CCC)C=CC=C3)C)C)C)C pentamethylcyclopentadienyl-(1-n-propyl-benz[e]indenyl)hafnium